NC1=CC=C(C=C1)CCCCCNC(=N)N 1-(4-aminophenyl-pentyl)guanidine